C1CCC2=CC(=CC=C12)[C@H]1CC2(CN(C2)C(=O)C2CC(C2)(C)O)CC1 |r| (rac)-(6-(2,3-Dihydro-1H-inden-5-yl)-2-azaspiro[3.4]octan-2-yl)((1s,3s)-3-hydroxy-3-methylcyclobutyl)methanon